OCCOC1=CC=C(C=C1)OCCO 1,4-di-(β-hydroxyethoxy)-benzene